2-(4-cyano-3-fluorophenyl)-3-(6-fluoro-1-(2-hydroxyl-2-methylpropyl)-1H-indazol-5-yl)isonicotinamide C(#N)C1=C(C=C(C=C1)C=1C(=C(C(=O)N)C=CN1)C=1C=C2C=NN(C2=CC1F)CC(C)(C)O)F